OCCN1C(NCC1)=O 1-(2-hydroxyethyl)imidazolidin-2-one